5-acetamido-3-cyclopropylpyridine-2-sulfonyl chloride C(C)(=O)NC=1C=C(C(=NC1)S(=O)(=O)Cl)C1CC1